2-[3-(trifluoromethoxy)cyclobutoxy]Acetamide isopropyl-3,3,3-trifluoropropionate C(C)(C)OC(CC(F)(F)F)=O.FC(OC1CC(C1)OCC(=O)N)(F)F